(cis)-aconitic acid C(C=C(C(=O)O)CC(=O)O)(=O)O